COC1=C(C=C(C=C1)C=1C=NN(C1)C)S(=O)(=O)NC=1C=NC=2CCNC(C2C1)=O 2-Methoxy-5-(1-methyl-1H-pyrazol-4-yl)-N-(5-oxo-5,6,7,8-tetrahydro-1,6-naphthyridin-3-yl)benzenesulfonamide